3-bromo-4'-chloro-1,1':2',1''-terphenyl BrC=1C=C(C=CC1)C=1C(=CC(=CC1)Cl)C1=CC=CC=C1